COC1=C2C(NC(=NC2=CC(=C1)OC)C1=CC(=C(OCCOC(CNC(CCCO[N+](=O)[O-])=O)=O)C(=C1)C)C)=O (4-nitrooxy-butyrylamino)-acetic acid 2-[4-(5,7-dimethoxy-4-oxo-3,4-dihydro-quinazolin-2-yl)-2,6-dimethyl-phenoxy]-ethyl ester